N[C@H](C(=O)N[C@H]1[C@H](CCC1)C1=CC=C(C=C1)Cl)C |&1:5,6| (S)-2-amino-N-((±)-cis-2-(4-chlorophenyl)cyclopentyl)propanamide